N-((1H-indol-2-yl)methyl)-4-(2-(3-fluoro-4-methylphenyl)-2H-pyrazolo[3,4-d]pyrimidin-4-yl)-1-methylpiperazine-2-carboxamide N1C(=CC2=CC=CC=C12)CNC(=O)C1N(CCN(C1)C=1C=2C(N=CN1)=NN(C2)C2=CC(=C(C=C2)C)F)C